N=1C=NN2C1C=CC(=C2)C2=CNC=1N=C(N=C(C12)OC)NC1CC(C1)(C(=O)N(C)C)C (1s,3s)-3-((5-([1,2,4]triazolo[1,5-a]pyridin-6-yl)-4-methoxy-7H-pyrrolo[2,3-d]pyrimidin-2-yl)amino)-N,N,1-trimethylcyclobutane-1-carboxamide